5-AMINO-2,3-DIFLUOROPHENYLBORONIC ACID NC=1C=C(C(=C(C1)B(O)O)F)F